NC(C(=O)N1CC=CCC1C=1C=NC=CC1)CC1=CC=CC=C1 2-amino-3-phenyl-1-(6-(pyridin-3-yl)-5,6-dihydropyridin-1(2H)-yl)propan-1-one